CC(C#N)(CCCCCC)C 2,2-Dimethyloctanonitrile